FC=1C=NC(=C(C(=O)N(C)[C@H](C)C2=CC(=CC=C2)F)C1)OC |r| racemic-5-fluoro-N-(1-(3-fluorophenyl)ethyl)-2-methoxy-N-methylnicotinamide